N-(2-(2-Ethyl-10-(2-((4-fluorophenyl)amino)-2-oxoethyl)-7,8-dimethyl-4-oxo-4,10-dihydrobenzo[4,5]imidazo[1,2-a]pyrimidin-3-yl)phenyl)acrylamide C(C)C=1N=C2N(C(C1C1=C(C=CC=C1)NC(C=C)=O)=O)C1=C(N2CC(=O)NC2=CC=C(C=C2)F)C=C(C(=C1)C)C